C(#N)C1=CC2=C(CN(C[C@H]2C2=C(C(=CC=C2)F)C=2C(=NN(C2)C)C(F)(F)F)C(=O)OC(C)(C)C)S1 tert-Butyl (S)-2-cyano-4-(3-fluoro-2-(1-methyl-3-(trifluoromethyl)-1H-pyrazol-4-yl)phenyl)-4,7-dihydrothieno[2,3-c]pyridine-6(5H)-carboxylate